2-formyl-1,4-diacetyloxybutane C(=O)C(COC(C)=O)CCOC(C)=O